4-(difluoromethyl)-5-[4-(3,7-dioxa-9-azabicyclo[3.3.1]nonan-9-yl)-6-morpholino-1,3,5-triazin-2-yl]pyridin-2-amine FC(C1=CC(=NC=C1C1=NC(=NC(=N1)N1C2COCC1COC2)N2CCOCC2)N)F